C(C)(C)N(C1=CC=C2C=CC(OC2=C1)(C)C)C 7-(isopropyl(methyl)amino)-2,2-dimethyl-2H-chromen